1-(4-(tert-butyl)naphthalen-2-yl)-7-chloro-8-methylbenzo[4,5]thieno[2,3-c]pyridine C(C)(C)(C)C1=CC(=CC2=CC=CC=C12)C1=NC=CC2=C1SC1=C2C=CC(=C1C)Cl